2-Amino-N3-cyclopropyl-6-(cyclopropylmethyl)-7-oxo-4,5,6,7-tetrahydrobenzo[b]thiophene-3,6-dicarboxamide NC1=C(C2=C(S1)C(C(CC2)(C(=O)N)CC2CC2)=O)C(=O)NC2CC2